boroxine, lithium salt [Li].O1BOBOB1